NC1=CC=C(C=C1)C1=C[C@@H]2CC[C@H](C1)N2C(=O)OC(C)(C)C tert-butyl (1S,5R)-3-(4-aminophenyl)-8-azabicyclo[3.2.1]oct-2-ene-8-carboxylate